CN1N=NC(=C1)B(O)O (1-methyl-1H-1,2,3-triazol-4-yl)boronic acid